FC=1C(=NC(=NC1)N1CCC(CC1)C(=O)N1OCC[C@H]1C=1C=NC=C(C1)F)N1C(OCC1)=O 3-[5-fluoro-2-[4-[(3S)-3-(5-fluoropyridin-3-yl)-1,2-oxazolidine-2-carbonyl]piperidin-1-yl]pyrimidin-4-yl]-1,3-oxazolidin-2-one